NC(C(CCC(=O)OC(C)(C)C)N1C(C2=CC=C(C=C2C1)C=1C=NN(C1C1=CC=CC=C1)CC(C)(F)F)=O)=O tert-butyl 5-amino-4-[5-[1-(2,2-difluoropropyl)-5-phenyl-pyrazol-4-yl]-1-oxo-isoindolin-2-yl]-5-oxo-pentanoate